CCCCS(=O)(=O)[O-] 4-butylsulfonate